C1(CCCCC1)C(C)NS(=O)(=O)C=1C=C(C(=O)O)C=CC1 3-(N-(1-cyclohexylethyl)sulfamoyl)benzoic acid